ClC1=CC2=C(C(NN=C2N[C@H](C)C2=C(C(=CC=C2)C(F)F)F)=O)C=N1 (R)-7-Chloro-1-((1-(3-(difluoromethyl)-2-fluorophenyl)ethyl)amino)pyrido[3,4-d]pyridazine-4(3H)-one